CN1C(N(CC1)C)=O 1,3-di-methyl-2-imidazolidinone